N-(1,1'-biphenyl-4-yl)-9,9-dimethyl-9H-fluoren-2-amine C1(=CC=C(C=C1)NC1=CC=2C(C3=CC=CC=C3C2C=C1)(C)C)C1=CC=CC=C1